2-[(6-{8-[(2-cyano-2-methylideneethyl)amino]-7-methoxynaphthalen-2-yl}pyridin-2-yl)formamido]-N-methylacetamide C(#N)C(CNC=1C(=CC=C2C=CC(=CC12)C1=CC=CC(=N1)C(=O)NCC(=O)NC)OC)=C